3-(2,2,2-trifluoroethoxy)-5-(trifluoromethyl)benzoic acid FC(COC=1C=C(C(=O)O)C=C(C1)C(F)(F)F)(F)F